CN(CCOCCN(CC(=O)O)C(=O)OCC1C2=CC=CC=C2C=2C=CC=CC12)C 2-[2-[2-(dimethylamino)ethoxy]ethyl-(9H-fluoren-9-ylmethoxycarbonyl)amino]acetic acid